C1(CCC1)(C(=O)O)C(=O)O 2-cis-cyclobutanedicarboxylic acid